methyl 5-bromopyridine-3,4-dicarboxylate BrC=1C(=C(C=NC1)C(=O)OC)C(=O)[O-]